ClC=1C=C(C=C(C1OC=1C=CC2=C(N(C(=N2)OC)C2(CC2)C)C1)Cl)N1N=C(C(NC1=O)=O)C#N 2-(3,5-dichloro-4-((2-methoxy-1-(1-methylcyclopropyl)-1H-benzo[d]imidazol-6-yl)oxy)phenyl)-3,5-dioxo-2,3,4,5-tetrahydro-1,2,4-triazine-6-carbonitrile